(5S)-5-(5-fluoropyridin-3-yl)-2-(3-phenylbicyclo[1.1.1]pentan-1-yl)-2,5,6,7-tetrahydro-3H-pyrrolo[2,1-c][1,2,4]triazol-3-one FC=1C=C(C=NC1)[C@@H]1CCC2=NN(C(N21)=O)C21CC(C2)(C1)C1=CC=CC=C1